C(C1=CC=CC=C1)OC(NCCN(CCCC(NCCNC(=O)OC(C)(C)C)=O)CCCC(NCCNC(=O)OC(C)(C)C)=O)=O (2-{bis-[3-(2-tert-butoxycarbonylamino-ethyl-carbamoyl)-propyl]-amino}-ethyl)-carbamic acid benzyl ester